FC(C)(F)C1CCC=2N1N=C(N2)C(=O)O 5-(1,1-difluoroethyl)-6,7-dihydro-5H-pyrrolo[1,2-b][1,2,4]triazole-2-carboxylic acid